ClC1=C(C(=CS1)C(=O)N1CCC(CC1)N1CC(C1)(N1N=CC(=C1)C=1C2=C(N=CN1)NC=C2)CC#N)OC {1-{1-[(5-chloro-4-methoxy-3-thienyl)carbonyl]piperidin-4-yl}-3-[4-(7H-pyrrolo[2,3-d]pyrimidin-4-yl)-1H-pyrazol-1-yl]azetidin-3-yl}acetonitrile